3-ethyl-2-[(3-ethyl-2-benzoxazolylidene)methyl]benzoxazolium C(C)[N+]1=C(OC2=C1C=CC=C2)C=C2OC1=C(N2CC)C=CC=C1